C(C)(=O)OC\C(\CC\C=C(\CCC=C(C)C)/C)=C/CI (2Z,5E)-2-(2-iodoethylidene)-6,10-dimethylundeca-5,9-dien-1-yl acetate